4-(N-(4-chloro-2-((2-chloro-anilino)methyl)phenyl)-N-ethylsulfamoyl)benzoic acid ClC1=CC(=C(C=C1)N(S(=O)(=O)C1=CC=C(C(=O)O)C=C1)CC)CNC1=C(C=CC=C1)Cl